2-((2-(4-iodophenyl)oxazol-5-yl)methyl)benzopyran IC1=CC=C(C=C1)C=1OC(=CN1)CC1OC2=C(C=C1)C=CC=C2